N-(2-hydroxy-5-(7-(3-morpholinopropoxy)-1-oxo-6-(4-(trifluoromethyl)phenyl)-3,4-dihydroisoquinolin-2(1H)-yl)phenyl)methanesulfonamide OC1=C(C=C(C=C1)N1C(C2=CC(=C(C=C2CC1)C1=CC=C(C=C1)C(F)(F)F)OCCCN1CCOCC1)=O)NS(=O)(=O)C